CS(=O)(=O)C1=CC=C(COC2=CC=C(C=C2)C=2N=CN(C2)C(=O)NCC2CN(CC2)C2=CN=C(S2)C)C=C1 4-(4-((4-(methylsulfonyl)benzyl)oxy)phenyl)-N-((1-(2-methylthiazol-5-yl)pyrrolidin-3-yl)methyl)-1H-imidazole-1-carboxamide